tetradecyl-dimethyl-propenyl-ammonium chloride [Cl-].C(CCCCCCCCCCCCC)[N+](C=CC)(C)C